7-Fluoro-5-methyl-1-(tetrahydro-2H-pyran-2-yl)-1H-indazole-4-carbaldehyde FC1=CC(=C(C=2C=NN(C12)C1OCCCC1)C=O)C